C(C=C)C1=C(C(=C(C(=C1F)F)F)F)S(=O)(=O)NC1=CC(=C(C=C1)OC)F allyl-3,4,5,6-tetrafluoro-N-(3-fluoro-4-methoxyphenyl)benzenesulfonamide